BrC1=CC=C(C=C1)NC(C(F)(F)F)=O (4-bromophenyl)-2,2,2-trifluoroacetamide